2-hydroxy-3-methoxy-5-methylbenzene OC1=CC=C(C=C1OC)C